C(C1=CN=CC=C1)(=O)OCSCC=1N=NN(N1)C ((((2-methyl-2H-tetrazol-5-yl) methyl) thio) methyl) nicotinate